5-butyloxacyclopentane-2-one C(CCC)C1CCC(O1)=O